2-[(4S)-8-fluoro-2-[4-(3-methoxyphenyl)piperazin-1-yl]-3-[2-methoxy-5-(trifluoromethyl)phenyl]-4H-quinazolin-4-yl]acetic acid potassium salt [K+].FC=1C=CC=C2[C@@H](N(C(=NC12)N1CCN(CC1)C1=CC(=CC=C1)OC)C1=C(C=CC(=C1)C(F)(F)F)OC)CC(=O)[O-]